2,2,2-trifluoro-1-(quinolin-3-yl)ethan-1-one FC(C(=O)C=1C=NC2=CC=CC=C2C1)(F)F